4-(bromomethyl)-1-(cyclopropylmethyl)-1H-pyrazole BrCC=1C=NN(C1)CC1CC1